C(C)NC(=O)C1=CC=2C(N(C=CC2S1)C)=O N-ethyl-5-methyl-4-oxo-4,5-dihydrothieno[3,2-c]pyridine-2-carboxamide